1-(4-methoxypyrimidin-2-yl)ethan-1-one COC1=NC(=NC=C1)C(C)=O